CN(C(OC(C)(C)C)=O)CCC1=CC(=CC=C1)OCCN1CC2(C1)COCCC2 tert-butyl methyl(2-{3-[2-(6-oxa-2-azaspiro[3.5]nonan-2-yl)ethoxy]phenyl}ethyl)carbamate